Cl.Cl.CNC(=O)C1=NC=C(C=C1)N1CCNCC1 N-methyl-5-piperazin-1-yl-pyridine-2-carboxamide 2HCl salt